4-[4-amino-5-chloro-2-(2-trimethylsilylethoxymethyl)pyrazol-3-yl]-6-bromo-pyridin-3-amine NC1=C(N(N=C1Cl)COCC[Si](C)(C)C)C1=C(C=NC(=C1)Br)N